4-(5-(((1S,3S)-3-(isopropoxycarbonyl)cyclohexyl)oxy)-4-methylpyrimidin-2-yl)-1-methyl-1H-pyrazole-5-carboxylic acid tert-butyl ester C(C)(C)(C)OC(=O)C1=C(C=NN1C)C1=NC=C(C(=N1)C)O[C@@H]1C[C@H](CCC1)C(=O)OC(C)C